COC1=CC=C(CNC(CCC2=NC=3C(=NC=CC3)N2CC2=CC=C(C=C2)OC)=O)C=C1 N-(4-Methoxy-benzyl)-3-[3-(4-methoxy-benzyl)-3H-imidazo[4,5-b]pyridin-2-yl]-propionamide